tert-butyl (4R)-4-[(1-benzyloxycarbonyl-4-piperidyl)oxy]-2,2-dimethyl-piperidine-1-carboxylate C(C1=CC=CC=C1)OC(=O)N1CCC(CC1)O[C@H]1CC(N(CC1)C(=O)OC(C)(C)C)(C)C